N-(ethyl-13C2)-5-fluoro-2-hydroxy-N-(propan-2-yl-13C3)benzamide [13CH2]([13CH3])N(C(C1=C(C=CC(=C1)F)O)=O)[13CH]([13CH3])[13CH3]